(S)-1,3,3-trimethyl-7-((3-methylpiperidin-1-yl)methyl)-2,3-dihydro-1H-pyrrolo[3,2-b]pyridine-5-carboxylic acid CN1CC(C2=NC(=CC(=C21)CN2C[C@H](CCC2)C)C(=O)O)(C)C